di-tert-butyl ((tert-butoxy(diisopropylamino)phosphaneyl)methyl)phosphonate C(C)(C)(C)OP(N(C(C)C)C(C)C)CP(OC(C)(C)C)(OC(C)(C)C)=O